FC(C1=CC(=NO1)C(=O)N1[C@@H]([C@@H]2[C@H](C1)CCC2)C(=O)N[C@@H](C[C@H]2C(NCC2)=O)C(COC(F)(F)F)=O)F (1S,3aR,6aS)-2-(5-(difluoromethyl)-isoxazole-3-carbonyl)-N-((S)-3-oxo-1-((S)-2-oxopyrrolidin-3-yl)-4-(trifluoromethoxy)butan-2-yl)octahydrocyclopenta[c]pyrrole-1-carboxamide